5-(tert-butyl) 3-methyl 8-phenyl-3,4-dihydrobenzo[b][1,4]oxazepine-3,5(2H)-dicarboxylate C1(=CC=CC=C1)C=1C=CC2=C(OCC(CN2C(=O)OC(C)(C)C)C(=O)OC)C1